((1-(4-(cyanomethyl)piperidin-1-yl)-6-p-toluenesulfonyl-1,6-dihydroimidazo[4,5-d]pyrrolo[2,3-b]pyridin-2-yl)methyl)methanesulfonamide C(#N)CC1CCN(CC1)N1C(=NC=2C1=C1C(=NC2)N(C=C1)S(=O)(=O)C1=CC=C(C)C=C1)CCS(=O)(=O)N